4-methyl-3-phenylquinoxaline-2(1H)-one CN1C(C(NC2=CC=CC=C12)=O)C1=CC=CC=C1